N1(CCC1)C(CC=1C(=NC=CC1)C=1C=C(SC1)C(=O)NC1=CC(=CC(=C1)S(=O)(=O)C)Cl)=O 4-(3-(2-(azetidin-1-yl)-2-oxoethyl)pyridin-2-yl)-N-(3-chloro-5-(methylsulfonyl)phenyl)thiophene-2-carboxamide